tert-butyl (1-(4-(1H-pyrazol-4-yl)phenyl)-5-(4-cyano-3-fluorophenyl)-1H-pyrazol-3-yl)carbamate N1N=CC(=C1)C1=CC=C(C=C1)N1N=C(C=C1C1=CC(=C(C=C1)C#N)F)NC(OC(C)(C)C)=O